(R or S)-4-bromo-2-(1-cyclopropyl-2-hydroxy-2-methylpropyl)-1H-pyrrolo[3,4-c]pyridin-3(2H)-one BrC1=NC=CC2=C1C(N(C2)[C@@H](C(C)(C)O)C2CC2)=O |o1:10|